FC=1C(=NC(=NC1)N[C@@H]1[C@@H](CN(CC1)C(=O)OC(C)(C)C)C)C1=C(C2=C(C(NC2=O)(C)C)S1)C Tert-butyl (3R,4S)-4-((5-fluoro-4-(3,6,6-trimethyl-4-oxo-5,6-dihydro-4H-thieno[2,3-c]pyrrol-2-yl)pyrimidin-2-yl)amino)-3-methylpiperidine-1-carboxylate